[Li+].S(=O)(=O)([O-])[O-].[Mn+2] manganese sulfate, lithium salt